rac-Methyl 2-chloro-4-(piperidin-3-yl)benzoate ClC1=C(C(=O)OC)C=CC(=C1)[C@@H]1CNCCC1 |r|